methyl 2,3,4-trimethyl-5-((phenylmethyl)sulfonamido)benzoate CC1=C(C(=O)OC)C=C(C(=C1C)C)NS(=O)(=O)CC1=CC=CC=C1